methyl 6-(cyclopentyl (methyl) amino)-1-oxo-2,3-dihydro-1H-pyrrolo[3,4-c]pyridine-4-carboxylate C1(CCCC1)N(C1=CC2=C(C(=N1)C(=O)OC)CNC2=O)C